(S)-4-Bromo-5-((1-(3-oxo-3-(4-(5-(trifluoromethyl)thiazol-2-yl)piperazin-1-yl)propoxy)propan-2-yl)oxy)pyridazin-3(2H)-one BrC=1C(NN=CC1O[C@H](COCCC(N1CCN(CC1)C=1SC(=CN1)C(F)(F)F)=O)C)=O